C1(=CC=CC=C1)[C@@H](COC1=NC(=NC=C1C(F)(F)F)N[C@H]1C[C@H](CCC1)C1=NN=C2N1C=CC=C2)OC2OCCCC2 4-[(2S)-2-phenyl-2-tetrahydropyran-2-yloxy-ethoxy]-N-[(1R,3S)-3-([1,2,4]triazolo[4,3-a]pyridin-3-yl)cyclohexyl]-5-(trifluoromethyl)pyrimidin-2-amine